ClC1=C(C=C2C(=N1)N(C=C2)COCC[Si](C)(C)C)NC2=C(C=C(C=C2)Cl)F 6-chloro-N-(4-chloro-2-fluorophenyl)-1-((2-(trimethylsilyl)ethoxy)methyl)-1H-pyrrolo[2,3-b]pyridin-5-amine